C(C)OC(=O)C=1N=C(N(C1)C)Br 1-methyl-2-bromo-1H-imidazole-4-carboxylic acid ethyl ester